formylfuroic acid C(=O)C1=C(OC=C1)C(=O)O